(R,S)-N-(3-methoxy-1-oxo-1-(4-(3-(trifluoromethyl)phenyl-4-d)piperazin-1-yl)propan-2-yl)acetamide COC[C@H](C(N1CCN(CC1)C1=CC(=C(C=C1)[2H])C(F)(F)F)=O)NC(C)=O